FC=1C=C(C=C(C1)F)CC(=O)N[C@H](C(=O)N[C@H](C(=O)[O-])C1=CC=CC=C1)C (S)-{(2S)-2-[2-(3,5-difluorophenyl)acetamido]propanamido}phenylacetate